O.[Na+].[Na+].P([O-])(=O)(OP(=O)([O-])O)OC[C@@H]1[C@H]([C@H]([C@@H](O1)N1C=NC=2C(=O)NC(N)=NC12)O)O Guanosine 5'-diphosphate disodium salt hydrate